FC=1C=C(CC=2C=C3C(=NNC3=CC2)NC(C2=C(C=C(C=C2)N2CCN(CC2)C)NC2CCOCC2)=O)C=C(C1)F N-[5-(3,5-difluorobenzyl)-1H-indazol-3-yl]-4-(4-methyl-piperazin-1-yl)-2-(tetrahydro-2H-pyran-4-ylamino)benzamide